C(OC[C@@]1(NC2=C(N(C1=O)C([2H])([2H])[2H])C=NC1=C2C=CN1S(=O)(=O)C1=CC=CC=C1)C)([2H])([2H])[2H] (S)-2-((methoxy-d3)methyl)-2-methyl-4-(methyl-d3)-7-(benzenesulfonyl)-1,2,4,7-tetrahydro-3H-pyrrolo[3',2':5,6]pyrido[3,4-b]pyrazin-3-one